FC(=C[Sn](CCCC)(CCCC)CCCC)F difluorovinyl-tributyltin